4-(4-bromophenyl)-1-methyl-5-(((tetrahydro-2H-pyran-2-yl)oxy)methyl)-1H-1,2,3-triazole BrC1=CC=C(C=C1)C=1N=NN(C1COC1OCCCC1)C